2-(6-{5-chloro-2-[(oxan-4-yl)amino]pyrimidin-4-yl}-1-oxo-2,3-dihydro-1H-isoindol-2-yl)-N-[(1R)-1-[6-(dimethylamino)pyridin-2-yl]ethyl]acetamide ClC=1C(=NC(=NC1)NC1CCOCC1)C1=CC=C2CN(C(C2=C1)=O)CC(=O)N[C@H](C)C1=NC(=CC=C1)N(C)C